3-(tetrahydro-2H-pyran-4-yl)-7-hydroxychroman O1CCC(CC1)C1COC2=CC(=CC=C2C1)O